ClC(C1=NC(=NO1)C1=CC(=C(C=C1)P(NC=1C=C(C=CC1)C)(=O)C)F)(F)F P-(4-(5-(chlorodifluoromethyl)-1,2,4-oxadiazol-3-yl)-2-fluorophenyl)-P-methyl-N-(m-tolyl)phosphinic amide